bis(4,6-di-tert-butylphenyl) phosphate P(=O)(OC1=CC=C(C=C1C(C)(C)C)C(C)(C)C)(OC1=CC=C(C=C1C(C)(C)C)C(C)(C)C)[O-]